tert-butyl 9-[3-(2,6-dibenzyloxy-3-pyridyl)-1-methyl-indazol-6-yl]-3-azaspiro[5.5]undec-9-ene-3-carboxylate C(C1=CC=CC=C1)OC1=NC(=CC=C1C1=NN(C2=CC(=CC=C12)C=1CCC2(CCN(CC2)C(=O)OC(C)(C)C)CC1)C)OCC1=CC=CC=C1